1-cyclopropyl-6-fluoro-7-[(3S)-3-hydroxypiperidin-1-yl]-3-({[(2-methylpyridin-4-yl)methyl][(3S)-1-(pyridin-3-yl)piperidin-3-yl]amino}methyl)-1,4-dihydroquinolin-4-one hydrochloride Cl.C1(CC1)N1C=C(C(C2=CC(=C(C=C12)N1C[C@H](CCC1)O)F)=O)CN([C@@H]1CN(CCC1)C=1C=NC=CC1)CC1=CC(=NC=C1)C